P-METHOXYBENZOIC ACID COC1C=CC(C(=O)O)=CC=1